6-[(2,6-difluoro-4-pyridinyl)amino]-3-methoxy-N-(2-phenylpropyl)pyridine-2-carboxamide FC1=NC(=CC(=C1)NC1=CC=C(C(=N1)C(=O)NCC(C)C1=CC=CC=C1)OC)F